5,7-diHydroindolo[2,3-b]carbazole-2,3,4,6,8,9,10,12-d8 C1=C2C3=C(C4=C(C(=C3NC2=C(C(=C1[2H])[2H])[2H])[2H])NC1=C(C(=C(C=C14)[2H])[2H])[2H])[2H]